(R)-2-((3'-(4-Chloro-2-fluorobenzyloxy)-3-fluorobiphenyl-4-yl)methyl)-1-((tetrahydrofuran-2-yl)methyl)-1H-benzo[d]imidazol ClC1=CC(=C(COC=2C=C(C=CC2)C2=CC(=C(C=C2)CC2=NC3=C(N2C[C@@H]2OCCC2)C=CC=C3)F)C=C1)F